FC(OC=1C=C(C=CC1)C=1C=CC=NC1)(F)F 5-(3-(trifluoromethoxy)phenyl)pyridin